N1(CCNCCC1)C(CCC)C1=NC2=CC(=C(C=C2C(N1CC)=O)Br)F 2-(1-(1,4-diazepan-1-yl)butyl)-6-bromo-3-ethyl-7-fluoroquinazolin-4(3H)-one